Ethyl (S)-1-nitrosopiperidine-3-carboxylate N(=O)N1C[C@H](CCC1)C(=O)OCC